[Zn].[Sb] antimony-zinc